BrC1=C(CN2C3=NC=NC(=C3N=C2)N)C(=CC(=C1)Cl)OCCC[C@H](COC)NC (R)-9-(2-bromo-4-chloro-6-((5-methoxy-4-(methylamino)pentyl)oxy)benzyl)-9H-purin-6-amin